tert-butyl (S)-(17-(4-(2-(4-(4-chlorophenyl)-2,3,9-trimethyl-6H-thieno[3,2-f][1,2,4]triazolo[4,3-a][1,4]diazepin-6-yl)acetamido)phenoxy)-3,6,9,12,15-pentaoxaheptadecyl)carbamate ClC1=CC=C(C=C1)C1=N[C@H](C=2N(C3=C1C(=C(S3)C)C)C(=NN2)C)CC(=O)NC2=CC=C(OCCOCCOCCOCCOCCOCCNC(OC(C)(C)C)=O)C=C2